pyrimidine-4-carbonitrile TFA Salt OC(=O)C(F)(F)F.N1=CN=C(C=C1)C#N